AMINO-NAPHTH[1,2-D]IMIDAZOL-5-ONE NC1=NC=2C(=N1)C1=CC=CC=C1C(C2)=O